C(C(C)C)OC=1C(=NN(C(C1)=O)CC(=O)NC12CC(C1)(C2)S(=O)(=O)CCC)C(C)C 2-(4-isobutoxy-3-isopropyl-6-oxopyridazin-1(6H)-yl)-N-(3-(propylsulfonyl)bicyclo[1.1.1]pent-1-yl)acetamide